4-(4-(chloromethyl)benzyl)morpholine hydrochloride Cl.ClCC1=CC=C(CN2CCOCC2)C=C1